[Br-].CC=CC(C1=CC=CC=C1)[N+](C)(C)C (2-methylvinylbenzyl)trimethylammonium bromide